C1(CCC1)C=1C(=NN(C1C1=CC=C(C=C1)F)CCO)NC(C[C@H]1C(C(C1)(F)F)(F)F)=O (R)-N-(4-cyclobutyl-5-(4-fluorophenyl)-1-(2-hydroxyethyl)-1H-pyrazol-3-yl)-2-(2,2,3,3-tetrafluorocyclobutyl)acetamide